FC1=CC(=C(C=C1)C1=CC(=CC=C1)C=1NC2=CC=C(C=C2C1)CO)C1=NN=CN1C (2-(4'-fluoro-2'-(4-methyl-4H-1,2,4-triazol-3-yl)-[1,1'-biphenyl]-3-yl)-1H-indol-5-yl)methanol